N-((2-bromothiazol-4-yl)methyl)-2-methylpropane-2-sulfinamide BrC=1SC=C(N1)CNS(=O)C(C)(C)C